O1CCC2(CC1)C(NC1=CC=CC=C12)=O 2',3',5',6'-tetrahydrospiro[indolin-3,4'-pyran]-2-one